O=C(CCC(=O)O)NC1=C(C=CC=C1)NC1=CC2=C(NC(N2)=O)C=C1 4-oxo-4-[2-[(2-oxo-1,3-dihydro-benzimidazol-5-yl)amino]anilino]butanoic acid